BrC=1C(=C(C2=C(C=C(C(O2)=O)C2=NN=NN2)C1)[N+](=O)[O-])O 6-bromo-7-hydroxy-8-nitro-3-(1H-tetrazol-5-yl)-2H-benzopyran-2-one